C1(CC1)N1N=CC(=C1)C=1C=C(C=CC1)N(C(=O)[C@@H]1CC[C@H](CC1)CO)C[C@@H]1CC[C@H](CC1)C1=CC(=C(C=C1)OC)C trans-N-(3-(1-Cyclopropyl-1H-pyrazol-4-yl)phenyl)-4-(hydroxymethyl)-N-((trans-4-(4-methoxy-3-methylphenyl)cyclohexyl)methyl)cyclohexanecarboxamide